2-[3-[(2,4-dihydroxy-3,3-dimethylbutyryl)amino]propionylamino]ethyldisulfide OC(C(=O)NCCC(=O)NCCSSCCNC(CCNC(C(C(CO)(C)C)O)=O)=O)C(CO)(C)C